FC([C@@](C(O)([2H])[2H])([2H])N[C@H](CO)C1=CC=CC=C1)(F)F (S)-3,3,3-trifluoro-2-(((S)-2-hydroxy-1-phenylethyl)amino)propan-1,1,2-d3-1-ol